4,6-difluoro-2,3-dihydro-1-benzofuran-3-one FC1=CC(=CC2=C1C(CO2)=O)F